acrylamido-N-((4-ethyl-6-methyl-2-oxo-1,2-dihydropyridin-3-yl)methyl)-4-methyl-4'-(4-methylpiperazin-1-yl)-[1,1'-biphenyl]-3-carboxamide C(C=C)(=O)NC1=C(C=CC(=C1C(=O)NCC=1C(NC(=CC1CC)C)=O)C)C1=CC=C(C=C1)N1CCN(CC1)C